BrC1=CC2=C(N=C(OC2=O)[C@H](CC2=CC(=CC(=C2)F)F)NC(OC(C)(C)C)=O)N=C1 Tert-butyl (S)-(1-(6-bromo-4-oxo-4H-pyrido[2,3-d][1,3]oxazin-2-yl)-2-(3,5-difluorophenyl)ethyl)carbamate